ClCCC=CC(CC(=O)N1C(SC[C@H]1C(C)C)=S)O 7-chloro-3-hydroxy-1-((R)-4-isopropyl-2-thioxothiazolidin-3-yl)hept-4-en-1-one